CC=1C(=CC(=CC1)N=C=O)N=C=O (Tolylene) diisocyanate